C(CCCCCCCCCC)(=O)OC[C@@H](OC(CCCCCCCCCC)=O)CO 1,2-diundecanoyl-sn-glycerol